ClC1=CC=C(C=C1)C1=NC(=NC(=C1)C1=CC(=CC=C1)C1=CC2=C(OC3=C2C=CC=C3)C=C1)C1=CC=CC=C1 4-(4-chlorophenyl)-6-(3-(dibenzo[b,d]furan-2-yl)phenyl)-2-phenylpyrimidine